7-methoxy-N-[3-methyl-4-(1-methylbenzotriazol-5-yl)oxy-phenyl]-6-piperazin-1-yl-pyrido[3,2-d]pyrimidin-4-amine COC1=CC=2N=CN=C(C2N=C1N1CCNCC1)NC1=CC(=C(C=C1)OC1=CC2=C(N(N=N2)C)C=C1)C